C(C)(C)(C)NS(=O)(=O)C1=CC(=CC=C1)NC1=NC(=NC=C1C)NC1=CC=C(C=C1)N1CCC(CC1)N1CCN(CC1)CC1=CC(=C(C=C1)C1C(NC(CC1)=O)=O)F N-(tert-butyl)-3-((2-((4-(4-(4-(4-(2,6-dioxopiperidin-3-yl)-3-fluorobenzyl)piperazin-1-yl)piperidin-1-yl)phenyl)amino)-5-methylpyrimidin-4-yl)amino)benzenesulfonamide